tert-butyl 2-(azidomethyl)-4,6-dihydro-5H-thieno[2,3-c]pyrrole-5-carboxylate N(=[N+]=[N-])CC1=CC2=C(CN(C2)C(=O)OC(C)(C)C)S1